BrC=1C(=C(C=C(C1)Cl)B1OC(C(O1)(C)C)(C)C)F 2-(3-bromo-5-chloro-2-fluorophenyl)-4,4,5,5-tetramethyl-1,3,2-dioxaborolane